FC1=C(C(=CC=C1)COC)C(C)=O 1-(2-fluoro-6-(methoxymethyl)phenyl)ethan-1-one